(S)-(2-(3-(3-chloropyridin-2-yloxy)pyrrolidin-1-yl)-5-(2-ethylphenoxy)phenyl)methanol ClC=1C(=NC=CC1)O[C@@H]1CN(CC1)C1=C(C=C(C=C1)OC1=C(C=CC=C1)CC)CO